3,5-dicyano-bromobenzene C(#N)C=1C=C(C=C(C1)C#N)Br